5-(3-(((S)-1-(1H-tetrazol-1-yl)propan-2-yl)oxy)-4-chlorophenyl)-N-(1-((1r,4r)-4-morpholinocyclohexyl)-3-(oxetan-3-ylmethoxy)-1H-pyrazol-4-yl)pyrimidin-2-amine N1(N=NN=C1)C[C@H](C)OC=1C=C(C=CC1Cl)C=1C=NC(=NC1)NC=1C(=NN(C1)C1CCC(CC1)N1CCOCC1)OCC1COC1